[2H]C(OC=1C=NC(=NC1)C=1C=C2C=CN=CC2=CC1)([2H])[2H] 6-[5-(trideuteriomethoxy)pyrimidin-2-yl]isoquinolin